C(CCC)C(C)(C(C)(C1=CC=CC=C1)CCCC)C1=CC=CC=C1 2,3-dibutyl-2,3-diphenylbutane